2-(4-((5-chloro-4-((2,6-dimethyltetrahydro-2H-pyran-4-yl)methoxy)pyrimidin-2-yl)amino)-3-methyl-1H-pyrazol-1-yl)-2-methylpropanenitrile ClC=1C(=NC(=NC1)NC=1C(=NN(C1)C(C#N)(C)C)C)OCC1CC(OC(C1)C)C